FC1=CC(=NC=C1)NC1=CC(CCC1)=O 3-((4-fluoropyridin-2-yl)amino)cyclohex-2-en-1-one